CC(CCCCCC)OC=1SC2=C(N1)C=CC=C2 2-[(1-methylheptyl)oxy]-1,3-benzothiazole